N-[5-ethoxycarbonyl-4-methylthiazol-2-yl]-N'-[(4-acetoxy-3-methoxyphenyl)acryloyl]thiourea C(C)OC(=O)C1=C(N=C(S1)NC(=S)NC(C=CC1=CC(=C(C=C1)OC(C)=O)OC)=O)C